CC1=C(C=CC=C1NC(C1=NC=C(C(=C1)C1CC1)CNC[C@H]1NC(CC1)=O)=O)C1=C(C(=CC=C1)NC(C1=NC=C(C(=C1)C1CC1)CNC[C@H]1NC(CC1)=O)=O)C N,N'-(2,2'-dimethyl-[1,1'-biphenyl]-3,3'-diyl)bis(4-cyclopropyl-5-(((((S)-5-oxopyrrolidin-2-yl)methyl)amino)methyl)picolinamide)